ClC1=NC=C(C(=N1)N(C=1C=C(C=CC1)NC(=O)[C@H]1C(C1)(F)F)C)Cl (S)-N-(3-((2,5-dichloropyrimidin-4-yl)(methyl)amino)phenyl)-2,2-difluorocyclopropane-1-carboxamide